α-benzaldoxime C1=CC=C(C=C1)/C=N/O